(R)-5-amino-1,3-dihydrospiro[indene-2,3'-pyrrolo[2,3-b]pyridin]-2'(1'H)-one NC=1C=C2C[C@]3(C(NC4=NC=CC=C43)=O)CC2=CC1